C(CCCCCCCCCC)OC(CCCCCC[C@@H](CN(C)CCO)O)=O (S)-6-(2-hydroxy-3-((2-hydroxyethyl)(methyl)amino)propyl)hexanoic acid-n-undecyl ester